tetracyclo[4.4.0.12,5.17,10]dodec-3-ene C12C3C=CC(C2C2CCC1C2)C3